CNS(=O)(=O)NCC(=O)N[C@@H](CCCCN1C(C=CC1=O)=O)C(=O)O methylsulfamoylglycoyl-6-(2,5-dioxo-2,5-dihydro-1H-pyrrol-1-yl)-L-norleucine